C1(CC1)C=1NC(=NN1)C1CC2(CN(C2)C(=O)N2CC(C2)OCC=2C=NC=C(C2)C(F)(F)F)C1 [6-(5-cyclopropyl-4H-1,2,4-triazol-3-yl)-2-azaspiro[3.3]heptan-2-yl]-[3-[[5-(trifluoromethyl)-3-pyridyl]methoxy]azetidin-1-yl]methanone